FC1=C(C=C(C=C1C(F)(F)F)C1=C(C=C(C=C1CCCC=C)F)C)[C@H](CC(=O)OCC)NC([C@@H](CCC(=C)C)O)=O Ethyl (S)-3-(4,4'-difluoro-2'-methyl-6'-(pent-4-en-1-yl)-5-(trifluoromethyl)-[1,1'-biphenyl]-3-yl)-3-((R)-2-hydroxy-5-methylhex-5-enamido)propanoate